N-(2-(2-aminoethoxy)ethyl)-2-((2-(2,6-dioxopiperidin-3-yl)-1,3-dioxoisoindolin-4-yl)oxy)acetamide NCCOCCNC(COC1=C2C(N(C(C2=CC=C1)=O)C1C(NC(CC1)=O)=O)=O)=O